COC(C(C(F)F)C)=O 3,3-difluoro-2-methyl-propionic acid methyl ester